NC1=NC(=NC=C1C(F)(F)F)C=1C=C2C=CN(C(C2=CC1F)=O)CCC[C@@H](NC=1C=NNC(C1C(F)(F)F)=O)C1CC1 6-[4-amino-5-(trifluoromethyl)pyrimidin-2-yl]-2-[(4R)-4-cyclopropyl-4-[[6-oxo-5-(trifluoromethyl)-1H-pyridazin-4-yl]amino]butyl]-7-fluoroisoquinolin-1-one